CC(CC(=O)C(=O)O)O The molecule is a 2-oxo monocarboxylic acid and a 4-hydroxy monocarboxylic acid. It has a role as an Escherichia coli metabolite. It derives from a valeric acid. It is a conjugate acid of a 4-hydroxy-2-oxopentanoate.